Cl.ClC=1C=CC(=C(C1)[C@]12CNC([C@@H]2C1)C(CC(C(=O)OCC)C(=O)OCC)=O)F diethyl 2-(2-((1R,5S)-5-(5-chloro-2-fluorophenyl)-3-azabicyclo[3.1.0]hexan-2-yl)-2-oxoethyl)malonate hydrochloride